CC1C(C(C(=O)NS(=O)(=O)N(C(C)C)C)(C(CC1(F)C(F)(F)F)=O)C1NC=CC=N1)=O 3,6-dihydro-3-methyl-2,6-dioxo-4-(trifluoromethyl)-1-(2H-pyrimidinyl)-4-fluoro-N-[[methyl(1-methylethyl)amino]sulfonyl]benzamide